C(C)(C)(C)OC(=O)N1C[C@@H]2C([C@@H]2C1)(O)C1=C2C=NN(C2=CC(=C1)Cl)C1OCCCC1 (1R,5S,6r)-6-(6-chloro-1-(tetrahydro-2H-pyran-2-yl)-1H-indazol-4-yl)-6-hydroxy-3-azabicyclo[3.1.0]Hexane-3-carboxylic acid tert-butyl ester